1-(cyclohexylmethyl)-N-(2,4-dimethyl-5-oxo-5,6,7,8-tetrahydro-4H-pyrazolo[1,5-a][1,3]diazepin-6-yl)-1H-1,2,4-triazole-3-carboxamide C1(CCCCC1)CN1N=C(N=C1)C(=O)NC1C(N(C=2N(CC1)N=C(C2)C)C)=O